para-nitrocresol [N+](=O)([O-])C=1C=C(C(=CC1)O)C